Cl.C[C@H]1[C@H](NC[C@H](O1)C)CNC1=NC=C(C=C1)C(F)(F)F N-(((2S,3R,6R)-2,6-Dimethylmorpholin-3-yl)methyl)-5-(trifluoromethyl)pyridin-2-amine hydrochloride